5-bromo-2-(4-methoxybenzyl)-6-(2-methoxyethoxy)pyridazin-3(2H)-one BrC1=CC(N(N=C1OCCOC)CC1=CC=C(C=C1)OC)=O